C[C@H]1C[C@H](NC1)COC=1C=NC=CC1C1=C(C2=NC=CC=C2N1)C1=CC=CC=C1 2-(3-{[(2S,4S)-4-methylpyrrolidin-2-yl]methoxy}pyridin-4-yl)-3-phenyl-1H-pyrrolo[3,2-b]pyridine